N2,N4-bis(1-cyclopropylethyl)-6-(1H-indol-4-yl)-1,3,5-triazine-2,4-diamine C1(CC1)C(C)NC1=NC(=NC(=N1)NC(C)C1CC1)C1=C2C=CNC2=CC=C1